BrC1=C(C=C(C=C1)OC1CC1)OC 1-Bromo-4-(cyclopropoxy)-2-methoxy-benzene